C1(=CC=CC=C1)CCC(=O)OCCC(CCCCCCCCCCCC)CCCCCCCCCC 3-decylpentadecyl 3-phenylpropanoate